5-bromo-3-nitro-2-{[(cis)-3-hydroxy-3-methylcyclobutyl]amino}benzonitrile BrC=1C=C(C(=C(C#N)C1)NC1CC(C1)(C)O)[N+](=O)[O-]